(2R)-2-(trifluoromethyl)pyrrolidine tert-butyl-4-(3-isopropyl-6-(trifluoromethyl)-1H-indol-5-yl)-5,6-dihydropyridine-1(2H)-carboxylate C(C)(C)(C)OC(=O)N1CC=C(CC1)C=1C=C2C(=CNC2=CC1C(F)(F)F)C(C)C.FC([C@@H]1NCCC1)(F)F